2-(3-cyclopropyl-5-{(1S)-1-[3-cyclopropyl-5-(trifluoromethoxy)benzoylamino]Ethyl}-1H-1,2,4-triazol-1-yl)-1,3-thiazole-5-carboxylic acid methyl ester COC(=O)C1=CN=C(S1)N1N=C(N=C1[C@H](C)NC(C1=CC(=CC(=C1)OC(F)(F)F)C1CC1)=O)C1CC1